O(C1=CC=CC=C1)C1=CN=C(S1)NC(=O)[C@@H]1NCCC1 (2R)-N-(5-Phenoxythiazol-2-yl)pyrrolidine-2-carboxamide